CC1=C(C(=NC=C1)N)C.[Zn+2] zinc (II) dimethyl-pyridineamine